ethylethanolamine sulfate S(=O)(=O)(O)OC(CN)CC